FC1=C(C=CC(=C1)F)C(O)C1=CC=CC=C1 (2,4-Difluorophenyl)(phenyl)methanol